2-[6-[[2-methyl-4-(trifluoromethyl)pyrazol-3-yl]methyl]-2-azaspiro[3.3]heptane-2-carbonyl]-2,5-diazaspiro[3.4]octan-6-one CN1N=CC(=C1CC1CC2(CN(C2)C(=O)N2CC3(C2)NC(CC3)=O)C1)C(F)(F)F